3-({[(1R)-6-(3-methylbenzenesulfonyl)-1,2,3,4-tetrahydronaphthalen-1-yl]methyl}amino)pyridine-4-carboxylic acid CC=1C=C(C=CC1)S(=O)(=O)C=1C=C2CCC[C@H](C2=CC1)CNC=1C=NC=CC1C(=O)O